2-(3,4-difluorophenoxy)-N-(3-methylsulfonylphenyl)-5-(trifluoromethyl)pyridine-3-carboxamide FC=1C=C(OC2=NC=C(C=C2C(=O)NC2=CC(=CC=C2)S(=O)(=O)C)C(F)(F)F)C=CC1F